[Si](C)(C)(C(C)(C)C)O[C@H](C(=O)N=[S@@](=O)(C)C=1C=C(C=CC1)NC(=O)C1=C(N=NC(=C1C)C(F)(F)F)OC=1C(=NC(=CC1)F)C)C N-(3-((R)-N-((S)-2-((tert-butyldimethylsilyl)oxy)propanoyl)-S-methylsulfonimidoyl)phenyl)-3-((6-fluoro-2-methylpyridin-3-yl)oxy)-5-methyl-6-(trifluoromethyl)pyridazine-4-carboxamide